C1(CCC1)C=1COC2=C(C1C1=CC=C(C=C1)N1CCC(CC1)C(OC)OC)C=CC(=C2)O (3R,4R)-3-Cyclobutyl-4-(4-(4-(dimethoxymethyl)piperidin-1-yl)phenyl)benzopyran-7-ol